1-isopropyl-4,5,6,7-tetrahydro-1H-[1,2,3]triazolo[4,5-c]pyridine C(C)(C)N1N=NC=2CNCCC21